(5-methylisoxazol-3-yl)(4-(5-phenyl-4,5-dihydro-1H-pyrazole-1-carbonyl)piperidin-1-yl)methanone CC1=CC(=NO1)C(=O)N1CCC(CC1)C(=O)N1N=CCC1C1=CC=CC=C1